4-(4-(6-((2-(2,6-Dioxopiperidin-3-yl)-1,3-Dioxoisoindolin-4-yl)oxy)hexyl)piperazin-1-yl)piperidine-1-carboxylic acid tert-butyl ester C(C)(C)(C)OC(=O)N1CCC(CC1)N1CCN(CC1)CCCCCCOC1=C2C(N(C(C2=CC=C1)=O)C1C(NC(CC1)=O)=O)=O